1-methyl-3-((1r,2r)-2-((E)-styryl)cyclopropyl)benzene CC1=CC(=CC=C1)[C@H]1[C@H](C1)\C=C\C1=CC=CC=C1